CN1C(N(C2=C1C=C(C=C2)C#CCCCNC([O-])=O)C2C(N(C(CC2)=O)C)=O)=O [5-[3-methyl-1-(1-methyl-2,6-dioxo-3-piperidyl)-2-oxo-benzimidazol-5-yl]pent-4-ynyl]carbamate